methyl 4-oxotetrahydro-2H-thiopyran-3-carboxylate O=C1C(CSCC1)C(=O)OC